tert-butyl (2R)-4-(((benzyloxy) carbonyl) amino)-2-formylpyrrolidine-1-carboxylate C(C1=CC=CC=C1)OC(=O)NC1C[C@@H](N(C1)C(=O)OC(C)(C)C)C=O